C(=C)N1CC(=CC=C1)C=C m-divinyl-pyridine